C(C)OC1=CC=C(C=N1)C1=CN=CC(=N1)C(=O)NCCC1=CC(=CC=C1)OC 6-(6-ethoxypyridin-3-yl)-N-(3-methoxyphenethyl)pyrazine-2-carboxamide